(trifluoromethoxy)phenylboronic acid FC(OC1=C(C=CC=C1)B(O)O)(F)F